(1S,2R)-1-(2-methoxy-5-methylphenyl)-2-(2-methoxy-6-methylpyridin-3-yl)-N-(2-methylquinoline-5-sulfonyl)cyclopropane-1-carboxamide COC1=C(C=C(C=C1)C)[C@]1([C@H](C1)C=1C(=NC(=CC1)C)OC)C(=O)NS(=O)(=O)C=1C=2C=CC(=NC2C=CC1)C